Cyclooctyl phenyl sulfide C1(=CC=CC=C1)SC1CCCCCCC1